N1(CCCCC1)C(COC(CN(CC(C)C)C)C)C 2-[2-(1-piperidinyl)propoxy]propyl-N-methyl-N-(iso-butyl)-amine